C(C)(C)(C)C1=NC(=NO1)C(=O)NC[C@@H]1C(CN(CC1)C=1C=2N(C=C(N1)C=1C=NN(C1)C)N=CC2)(F)F (R)-5-(tert-butyl)-N-((3,3-difluoro-1-(6-(1-methyl-1H-pyrazol-4-yl)pyrazolo[1,5-a]pyrazin-4-yl)piperidin-4-yl)methyl)-1,2,4-oxadiazole-3-carboxamide